FC(N1C(C=C(C=C1)OC1=C(C=C(C=C1)[N+](=O)[O-])C)=O)F 1-(difluoromethyl)-4-(2-methyl-4-nitrophenoxy)pyridin-2-one